5-chloro-4-(1-(2-chloro-4-((methylamino)methyl)phenyl)-1H-imidazol-4-yl)-N-(1-(methylsulfonyl)piperidin-4-yl)pyrimidin-2-amine ClC=1C(=NC(=NC1)NC1CCN(CC1)S(=O)(=O)C)C=1N=CN(C1)C1=C(C=C(C=C1)CNC)Cl